CC(C)CCCC(C)C1CCC2C1(CCC3C2=CCC4C3(CCC(C4)O)C)C 7-Cholesterol